ClC1=C(OCC(=O)N2CCN(CCC2)C(=O)OC(C)(C)C)C=CC(=C1)C=1C2=C(N=C(N1)SC)C(CC2)(F)F tert-butyl 4-(2-(2-chloro-4-(7,7-difluoro-2-(methylthio)-6,7-dihydro-5H-cyclopenta[d]pyrimidin-4-yl) phenoxy) acetyl)-1,4-diazepan-1-carboxylate